ISO-PROPYL-D7-BORONIC ACID [2H]C([2H])([2H])C([2H])(B(O)O)C([2H])([2H])[2H]